Ethanesulfonic acid (3-fluoro-5-{[6-fluoro-5-(5-methyl-1H-pyrrolo[2,3-b]pyridin-3-ylmethyl)-pyridin-2-ylamino]-methyl}-phenyl)-amide FC=1C=C(C=C(C1)CNC1=NC(=C(C=C1)CC1=CNC2=NC=C(C=C21)C)F)NS(=O)(=O)CC